4-aminoethoxy-4'-pentylazobenzene NCCOC1=CC=C(C=C1)N=NC1=CC=C(C=C1)CCCCC